C1(=CC=CC=C1)C=1C=C(C2=CC=CC=C2C1)N1[13C](=CC2=CC=CC=C12)C1=CC=C(C=C1)Br N-(3-phenylnaphthyl)-2-(4-bromophenyl)-indole-13C